N-methyl-N-(2-(5,6,7-trifluoro-1H-indol-3-yl)ethyl)but-3-en-2-amine CN(C(C)C=C)CCC1=CNC2=C(C(=C(C=C12)F)F)F